C(C1=CC=CC=C1)(=O)OCCCC(C[C@@H]1[C@@H](C1)C(=O)OCC)(F)F |r| rac-5-((1r,2r)-2-(ethoxycarbonyl) cyclopropyl)-4,4-difluoropentyl benzoate